C1COCCC12CCN(CC2)C2=CC1=C(CC[C@H](C=3N1C=CN3)NC(C3=NC=CC(=C3)OC3=CC=CC=C3)=O)C=C2 |r| (±)-N-(9-(3-Oxa-9-azaspiro[5.5]undecan-9-yl)-5,6-dihydro-4H-benzo[f]imidazo[1,2-a]azepin-4-yl)-4-phenoxypicolinamide